FC1=C(C=CC(=C1)[N+](=O)[O-])N1CCC(CC1)C1(CC2(CN(C2)C(=O)OC(C)(C)C)C1)O tert-butyl 6-[1-(2-fluoro-4-nitro-phenyl)-4-piperidyl]-6-hydroxy-2-azaspiro[3.3]heptane-2-carboxylate